C(C)(=O)OOC1=NC=CC(=C1OC1=C(C=C(C(=C1)N1C(NC(=CC1=O)C(F)(F)F)=O)F)Cl)CC ethyl[(3-{2-chloro-5-[2,6-dioxo-4-(trifluoromethyl)-3,6-dihydropyrimidin-1(2H)-yl]-4-fluorophenoxy}pyridine-2-yl)oxy] acetate